4-((2'S,3S,4'S,5'R)-1-((1s,3R)-3-carboxycyclobutyl)-6-chloro-4'-(3-chloro-2-fluorophenyl)-2'-neopentyl-spiro[indoline-3,3'-pyrrolidine]-5'-carboxamido)-3-methoxybenzoic acid C(=O)(O)C1CC(C1)N1C[C@@]2([C@@H](N[C@H]([C@@H]2C2=C(C(=CC=C2)Cl)F)C(=O)NC2=C(C=C(C(=O)O)C=C2)OC)CC(C)(C)C)C2=CC=C(C=C12)Cl